FC=1C=C(C=C(C1C(C)C)F)[C@H](NC(=O)[C@H]1N(C[C@@H](C1)F)C(CC1=CN=NN1)=O)C1=CC=CC=C1 |o1:11| (2S,4R)-N-[(R) or (S)-[3,5-difluoro-4-(propan-2-yl)phenyl](phenyl)methyl]-4-fluoro-1-[2-(1H-1,2,3-triazol-5-yl)acetyl]pyrrolidine-2-carboxamide